Octabromotrisilan Br[Si]([Si]([Si](Br)(Br)Br)(Br)Br)(Br)Br